C(CCC(=O)[O-])(=O)OC(C1=CC=CC=C1)C(CCCCC)CCCCC undecane-6-ylbenzyl butanedioate